tert-butyl ((1r,4r)-4-((2-(2,6-dioxopiperidin-3-yl)-1-oxoisoindolin-4-yl)(isopentyl)amino)cyclohexyl)carbamate O=C1NC(CCC1N1C(C2=CC=CC(=C2C1)N(C1CCC(CC1)NC(OC(C)(C)C)=O)CCC(C)C)=O)=O